ClC=1C(=NC=C(C1)C(F)(F)F)CCN 3-Chloro-2-aminoethyl-5-trifluoromethylpyridine